ethyl 6-formyl-5-nitronicotinate C(=O)C1=NC=C(C(=O)OCC)C=C1[N+](=O)[O-]